FC(C(=O)ON(C(=O)C1(CNC1)O)C1=NC=C(C=C1)N(C)C)(F)F N-[5-(dimethylamino) pyridin-2-yl]-3-hydroxyazetidine-3-carboxamido trifluoroacetate